(2r,4r)-4-hydroxyproline methyl ester COC([C@@H]1NC[C@@H](C1)O)=O